(2R,5R)-tert-butyl 5-((R)-1-(2-(benzyloxy)-4-(2-(2-methoxyethoxy)ethoxy)benzamido)-2-ethoxy-2-oxoethyl)-1-methylpyrrolidine-2-carboxylate C(C1=CC=CC=C1)OC1=C(C(=O)N[C@@H](C(=O)OCC)[C@H]2CC[C@@H](N2C)C(=O)OC(C)(C)C)C=CC(=C1)OCCOCCOC